(R)-N-((5-cyclohexylpyridin-2-yl)methyl)-N-(4-(dimethylcarbamoyl)-3-hydroxyphenyl)-1-((perfluorophenyl)sulfonyl)azetidine-2-carboxamide C1(CCCCC1)C=1C=CC(=NC1)CN(C(=O)[C@@H]1N(CC1)S(=O)(=O)C1=C(C(=C(C(=C1F)F)F)F)F)C1=CC(=C(C=C1)C(N(C)C)=O)O